methyl (3S)-3-[(2S)-2-({N-[(4-methoxy-1H-indol-2-yl) carbonyl]-L-leucyl} amino)-2-(2-oxo-1,3-dioxol-4-yl) ethyl]-2-oxopyrrolidine-1-carboxylate COC1=C2C=C(NC2=CC=C1)C(=O)N[C@@H](CC(C)C)C(=O)N[C@@H](C[C@H]1C(N(CC1)C(=O)OC)=O)C=1OC(OC1)=O